P(=O)(=O)[As] phospho(arsenic)